C(C=C)(=O)OCCC.C=C ethylene (propyl) acrylate